4'-(2-(2-oxa-6-azaspiro[3.3]heptan-6-yl)ethoxy)-2'-chloro-4,5,5',6'-tetrahydro-2H-spiro[furan-3,8'-pyrano[3,4-b]pyridine] C1OCC12CN(C2)CCOC2=C1C(=NC(=C2)Cl)C2(OCC1)COCC2